2-[1-[(3,4-difluorophenyl)methyl]-5-oxopyrrolidin-2-yl]-N-(dimethylsulfamoyl)acetamid FC=1C=C(C=CC1F)CN1C(CCC1=O)CC(=O)NS(N(C)C)(=O)=O